CCCC(CC)OC1=C(C=CC=C1)NC1=C(C=CC=C1)OC(CCC)CC N,N-di((4-hexyloxy)phenyl)amine